ClC1=CC=2C(=NN(N2)C2=C(C(=CC(=C2)C)C(C)(C)C)O)C=C1 2-[5-chloro-(2H)-benzotriazol-2-yl]-4-methyl-6-(t-butyl)phenol